1-((3-chloro-6-ethoxy-2-fluoro-4-hydroxybenzyl) amino) cyclopropane-1-carboxylate C1(CC1)C(=O)ONCC1=C(C(=C(C=C1OCC)O)Cl)F